Dimethylvinyl-trimethoxydisilan CC(=C[SiH2][Si](OC)(OC)OC)C